methyl (S)-1-[(S)-1-(2-ethylthiazole-4-yl)-2-(4-nitrophenyl)-ethyl]amino-1-oxo-3-phenylpropane-2-ylcarbamate C(C)C=1SC=C(N1)[C@H](CC1=CC=C(C=C1)[N+](=O)[O-])NC([C@H](CC1=CC=CC=C1)NC(OC)=O)=O